7-(3-(3-methoxythiophen-2-yl)-7,8-dihydro-1,6-naphthyridin-6(5H)-yl)-2,8,9-trimethyl-4H-pyrimido[1,2-b]pyridazin-4-one COC1=C(SC=C1)C=1C=NC=2CCN(CC2C1)C=1C(=C(C=2N(N1)C(C=C(N2)C)=O)C)C